n-dodecyl-guanidine iodide [I-].C(CCCCCCCCCCC)NC(=N)N